C1=CC2=C(C3=NC(=O)C(=O)C=C3C=C2)N=C1 phenanthrolinedione